FC(C1=C(C=CC=C1)C1=NNC(=C1)O)(F)F 3-(2-(trifluoromethyl)phenyl)-1H-pyrazol-5-ol